BrC=1N(C2=C(N1)C(N(C2C2=CC=C(C=C2)Cl)C2=CC(=CC=C2)OC)=O)C(C)C 2-bromo-4-(4-chlorophenyl)-3-isopropyl-5-(3-methoxyphenyl)-4H-pyrrolo[3,4-d]imidazol-6-one